3-((4-(((benzyloxy)carbonyl)amino)piperidin-1-yl)methyl)azetidine-1-carboxylic acid tert-butyl ester C(C)(C)(C)OC(=O)N1CC(C1)CN1CCC(CC1)NC(=O)OCC1=CC=CC=C1